FC(C1=CC=C(C=C1)C1=NNC(=C1)N)(F)F 3-(4-(trifluoromethyl)phenyl)-1H-pyrazol-5-amine